4,4-difluorocyclohexane-1-carboxylic acid methyl ester COC(=O)C1CCC(CC1)(F)F